C1(CCCCC1)P(C1=C(SC(=C1P(C1CCCCC1)C1CCCCC1)C1=CC=C(C=C1)C)C1=CC=C(C=C1)C)C1CCCCC1 3,4-bis(dicyclohexylphosphino)-2,5-di-p-tolylthiophene